2-((6-(6-(4-methoxypyridin-3-yl)-4-methyl-1H-pyrazolo[4,3-c]pyridin-1-yl)-4-((2R,3S)-2-methyl-3-((methylsulfonyl)methyl)azetidin-1-yl)pyridin-2-yl)amino)ethan-1-ol COC1=C(C=NC=C1)C1=CC2=C(C(=N1)C)C=NN2C2=CC(=CC(=N2)NCCO)N2[C@@H]([C@H](C2)CS(=O)(=O)C)C